N,N'-bis-(2,2,6,6-tetramethyl-4-piperidyl)-hexane-1,6-diamine CC1(NC(CC(C1)NCCCCCCNC1CC(NC(C1)(C)C)(C)C)(C)C)C